(5-bromo-2-isocyanatophenyl)(phenyl)methanone BrC=1C=CC(=C(C1)C(=O)C1=CC=CC=C1)N=C=O